3-cyclopropyl-1-(2,2,2-trifluoroethyl)-1H-pyrazole-4-carboxamide C1(CC1)C1=NN(C=C1C(=O)N)CC(F)(F)F